8-(1-Acetyl-1H-pyrazol-4-yl)-1-(4-methoxybenzyl)-4-(5-methyloxazol-2-yl)-1,3-dihydro-2H-benzo[b]azepin-2-one C(C)(=O)N1N=CC(=C1)C=1C=CC2=C(N(C(CC(=C2)C=2OC(=CN2)C)=O)CC2=CC=C(C=C2)OC)C1